Cl.C(C)N[C@H](C(=O)OC)C(C)(C)C Methyl (S)-2-(ethylamino)-3,3-dimethylbutanoate hydrochloride